6-chloro-8-((1S,2S)-2-(1-(2,2,2-trifluoroethyl)-1H-indazol-5-yl)cyclopropyl)imidazo[1,2-b]pyridazine ClC=1C=C(C=2N(N1)C=CN2)[C@@H]2[C@H](C2)C=2C=C1C=NN(C1=CC2)CC(F)(F)F